2,4-dichloro-N-methoxy-N-methylbenzamide ClC1=C(C(=O)N(C)OC)C=CC(=C1)Cl